2-((2R)-2-benzyl-4-methylpyrrolidin-1-yl)-6-((R)-2-methylmorpholino)pyrimidin-4(3H)-one C(C1=CC=CC=C1)[C@@H]1N(CC(C1)C)C1=NC(=CC(N1)=O)N1C[C@H](OCC1)C